NC1=NC(=NC=2N1N=C(N2)C=2OC=CC2)N2CC(CCC2)CN2CCN(CC2)C2=C(C=C(C#N)C=C2)F 4-(4-((1-(7-amino-2-(furan-2-yl)-[1,2,4]triazolo[1,5-a][1,3,5]triazin-5-yl)piperidin-3-yl)methyl)piperazin-1-yl)-3-fluorobenzonitrile